FS(=O)(=O)N.FS(=O)(=O)N.[Li] lithium bis(fluorosulfonamide)